(S)-3-(2,4-dimethoxybenzyl)-1-(5-((3-methylpiperazin-1-yl)methyl)pyrazolo[1,5-a]pyridin-3-yl)dihydropyrimidine-2,4(1H,3H)-dione COC1=C(CN2C(N(CCC2=O)C=2C=NN3C2C=C(C=C3)CN3C[C@@H](NCC3)C)=O)C=CC(=C1)OC